4-(2-(3-(3-chloro-2-fluoro-6-(1H-tetrazol-1-yl)phenyl)acrylamido)-3-(4-(4-methyl-2-oxopiperazin-1-yl)phenyl)propanamido)benzoic acid ClC=1C(=C(C(=CC1)N1N=NN=C1)C=CC(=O)NC(C(=O)NC1=CC=C(C(=O)O)C=C1)CC1=CC=C(C=C1)N1C(CN(CC1)C)=O)F